ClC1=C(C2=C(NC(O[C@]23CN(CC3)C3=CN=CC(=N3)C(=O)NCC=3C=NC(=CC3)N3CCN(CC3)C)=O)C=C1)F (S)-6-(6-Chloro-5-fluoro-2-oxo-1,2-dihydrospiro[benzo[d][1,3]oxazine-4,3'-pyrrolidin]-1'-yl)-N-((6-(4-methylpiperazin-1-yl)pyridin-3-yl)methyl)pyrazine-2-carboxamide